triisopropylphenyl-lithium C(C)(C)C1=C(C(=C(C=C1)[Li])C(C)C)C(C)C